ClC1=CC=C(C=C1)C1=CC(=NC(=N1)C=1C=NC=CC1)N1C[C@@H]([C@@H](C1)O)NC(C)=O N-((3S,4R)-1-(6-(4-chlorophenyl)-2-(pyridin-3-yl)pyrimidin-4-yl)-4-hydroxypyrrolidin-3-yl)acetamide